5-(2-hydroxyethoxy)-N-(4-methyl-3-((3-(8-methyl-9H-purin-6-yl)pyridin-2-yl)amino)phenyl)-4-(trifluoromethyl)picolinamide OCCOC=1C(=CC(=NC1)C(=O)NC1=CC(=C(C=C1)C)NC1=NC=CC=C1C1=C2N=C(NC2=NC=N1)C)C(F)(F)F